7-[(1-{[3-(4-aminophenoxy)cyclobutyl]methyl}piperidin-4-yl)methoxy]-5-fluoro-2-[(oxan-4-ylsulfanyl)methyl]-3H-quinazolin-4-one NC1=CC=C(OC2CC(C2)CN2CCC(CC2)COC2=CC(=C3C(NC(=NC3=C2)CSC2CCOCC2)=O)F)C=C1